O1CNC(C1)C(=O)N(C=1SC(=C(N1)C(=O)NC1C(CC1)(C)C)C)C1=CC(=NC(=C1)F)F 2-{[(Oxazolidin-4-yl)carbonyl](2,6-difluoropyridin-4-yl)amino}-N-(2,2-dimethylcyclobutyl)-5-methylthiazol-4-carboxamide